ClCCSCCCCSCCCl 1,4-bis(2-chloroethylthio)-n-butane